methyl 5-chloropyrazin-2-carboxylate ClC=1N=CC(=NC1)C(=O)OC